FC=1C=C(C(=O)N(C)C2=C(C(=CC=C2)C(=O)NC2=C(C=C(C=C2C(F)(F)F)C(C(F)(F)F)(C(F)(F)F)F)I)F)C=CC1 3-fluoro-N-[2-fluoro-3-[[[2-iodo-4-[1,2,2,2-tetrafluoro-1-(trifluoromethyl)ethyl]-6-(trifluoromethyl)phenyl]amino]carbonyl]phenyl]-N-methyl-benzamide